ClC=1C=C(C=CC1C)C(C(=O)NCC1=CC2=C(C(N(C2)C2C(NC(CC2)=O)=O)=O)S1)(F)F 2-(3-chloro-4-methylphenyl)-N-((5-(2,6-dioxopiperidin-3-yl)-6-oxo-5,6-dihydro-4H-thieno[2,3-c]pyrrol-2-yl)methyl)-2,2-difluoroacetamide